N-ethyl-3-sulfolanylamine C(C)NC1CS(=O)(=O)CC1